C(C)(C)(C)OC(=O)[C@H](CCC(NCCOCCOCC(NCCOCCOCC(=O)O)=O)=O)NC(CCCCCCCCCCCCCCCCCCC(OC(C)(C)C)=O)=O (S)-22-(tert-butoxycarbonyl)-45,45-dimethyl-10,19,24,43-tetraoxo-3,6,12,15,44-pentaoxa-9,18,23-triazahexatetracontanoic acid